6-azidonaphthalene tert-butyl-N-{7-bromo-6-[(2S)-2-[(tert-butoxycarbonyl)amino]propyl]-2-chloropyrrolo[2,1-f][1,2,4]triazin-4-yl}-N-(thiophen-2-ylmethyl)carbamate C(C)(C)(C)OC(N(CC=1SC=CC1)C1=NC(=NN2C1=CC(=C2Br)C[C@H](C)NC(=O)OC(C)(C)C)Cl)=O.N(=[N+]=[N-])C=2C=C1C=CC=CC1=CC2